(S)-3-amino-N-(2-cyano-2-methylpropyl)-6-(2-(methyl-d3)-5-(1,1,1-trifluoro-2,3-dihydroxypropan-2-yl)phenyl)pyrazine-2-carboxamide NC=1C(=NC(=CN1)C1=C(C=CC(=C1)[C@@](C(F)(F)F)(CO)O)C([2H])([2H])[2H])C(=O)NCC(C)(C)C#N